C(C)(C)(C)OC(=O)NC(C(=O)OC)(CC=C)CC methyl 2-((tert-butoxycarbonyl)amino)-2-ethylpent-4-enoate